C(C)(C)(C)OC(CNCC(CC(=O)OCC1=CC=CC=C1)(C)C)=O benzyl 4-((2-(tert-butoxy)-2-oxoethyl)amino)-3,3-dimethylbutanoate